4-(4-(5-(2-(3,4-dimethoxyphenyl)-3-isopropyl-1H-indol-5-yl)pyrimidin-2-yl)piperazin-1-yl)butan-2-ol COC=1C=C(C=CC1OC)C=1NC2=CC=C(C=C2C1C(C)C)C=1C=NC(=NC1)N1CCN(CC1)CCC(C)O